NC1=C2C(=NC=N1)N(N=C2C2=CC=C(C=C2)OC2=CC=C(C=C2)F)[C@@H]2C[C@H](CC2)O trans-3-(4-amino-3-(4-(4-fluorophenoxy)phenyl)-1H-pyrazolo[3,4-d]pyrimidin-1-yl)cyclopentan-1-ol